4-chlorophenethyl methanesulfonate CS(=O)(=O)OCCC1=CC=C(C=C1)Cl